The molecule is an N-acylpiperazine that is piperazine in which each of the nitrogens has been acylated by a 3-bromopropionoyl group. An anti-cancer drug. It has a role as an antineoplastic agent and an alkylating agent. It is a N-acylpiperazine, a tertiary carboxamide and an organobromine compound. C1CN(CCN1C(=O)CCBr)C(=O)CCBr